(R)-2-(3-(1,1,2-trifluoro-1-(4-methyl-4H-1,2,4-triazol-3-yl)propan-2-yl)phenyl)-4-(trifluoromethyl)-6-vinylisoindolin-1-one FC([C@](C)(F)C=1C=C(C=CC1)N1C(C2=CC(=CC(=C2C1)C(F)(F)F)C=C)=O)(C1=NN=CN1C)F